C(C)(=O)NC12CC3(CC(CC(C1)C3)(C2)C)C N-acetyl-3,5-dimethyl-1-adamantaneamine